BrC=1C2=C(C=3C(=NC(=NC3C1F)Cl)Cl)C=CO2 6-bromo-1,3-dichloro-5-fluorofuro[3,2-f]quinazoline